C(C=C)SC(=O)N1N(C(C(=C1N)C1=C(C=CC=C1)C)=O)C(C)C 5-amino-2-(1-methylethyl)-4-(2-methylphenyl)-3-oxo-2,3-dihydro-1H-pyrazole-1-thiocarboxylic acid S-prop-2-en-1-yl ester